3-hydroxy-3-(2-oxo-2-(pyrid-3-yl)ethyl)indol-2-one OC1(C(NC2=CC=CC=C12)=O)CC(C=1C=NC=CC1)=O